(R)-N-(2-((2-acetyl-2-azaspiro[3.3]heptan-6-yl)oxy)-5-(difluoromethyl)phenyl)-3-(3-fluoro-4-methylphenyl)-3-(1,2,4-thiadiazol-5-yl)pyrrolidine-1-carboxamide C(C)(=O)N1CC2(C1)CC(C2)OC2=C(C=C(C=C2)C(F)F)NC(=O)N2C[C@](CC2)(C2=NC=NS2)C2=CC(=C(C=C2)C)F